8-(1-Ethyl-1H-pyrazol-4-yl)-1-(3-fluoro-5-methoxypyridin-4-yl)-7-methoxy-3-methyl-1,3-dihydroimidazo[4,5-c]-quinolin-2-one C(C)N1N=CC(=C1)C1=CC=2C3=C(C=NC2C=C1OC)N(C(N3C3=C(C=NC=C3OC)F)=O)C